FC1=C(C2=C(CCO2)C=C1C1(NC(=CC(=N1)NC)C)N)C=1C[C@H](CNCC1)F |o1:22| 2-[6-fluoro-7-[rel-(3R)-3-fluoro-2,3,4,7-tetrahydro-1H-azepin-5-yl]-2,3-dihydrobenzofuran-5-yl]-N4,6-dimethyl-pyrimidine-2,4-diamine